C1(=CC=CC=C1)N(C1=CC=C(C=CC2=CC=C(C=C2)C2=CC=C(C=C2)C=CC2=CC=C(C=C2)N(C2=CC=CC=C2)C2=CC=CC=C2)C=C1)C1=CC=CC=C1 bis(4-diphenylaminostyryl)biphenyl